ClC=1C=C(CNC2=NC(=NC3=CC=C(C=C23)C=2C(=NOC2C)C)C(=O)NCC=2C=NC=C(C2)F)C=CC1 4-((3-chlorobenzyl)amino)-6-(3,5-dimethylisoxazol-4-yl)-N-((5-fluoropyridin-3-yl)methyl)quinazoline-2-carboxamide